2-(3-((1S,5R)-6,6-dimethylbicyclo[3.1.1]hept-2-en-2-yl)propyl)isoindoline-1,3-dione CC1([C@@H]2CC=C([C@H]1C2)CCCN2C(C1=CC=CC=C1C2=O)=O)C